C(C(C)C)N1C=C(C=2C1=NC(=CC2)C(=O)N2C(C(NCC2)=O)(C)C)C2=CC=C(C=C2)C(F)(F)F 4-[1-isobutyl-3-[4-(trifluoromethyl)phenyl]pyrrolo[2,3-b]pyridine-6-carbonyl]-3,3-dimethyl-piperazin-2-one